1-(5-ethynylpyridin-3-yl)pyrrolidine-2-carbonitrile C(#C)C=1C=C(C=NC1)N1C(CCC1)C#N